N-acetyl-aspartate C(C)(=O)N[C@@H](CC(=O)[O-])C(=O)[O-]